C1(CC1)C1=CC(=NN1)NC1=NC(=NC=C1)N1CC2(CC(C1)C2)NC 3-[4-[(5-Cyclopropyl-1H-pyrazol-3-yl)amino]pyrimidin-2-yl]-N-methyl-3-azabicyclo[3.1.1]heptan-1-amine